ClC1=NC2=C(C=3N1N=C(N3)C=3C=NN(C3)C)N=CC=C2 5-chloro-2-(1-methyl-1H-pyrazol-4-yl)pyrido[2,3-e][1,2,4]triazolo[1,5-c]pyrimidine